methyl (2R,4S,5R)-4-((tert-butyldimethylsilyl)oxy)-1-(cyclopropanecarbonyl)-5-(2-oxoethyl)pyrrolidine-2-carboxylate [Si](C)(C)(C(C)(C)C)O[C@H]1C[C@@H](N([C@@H]1CC=O)C(=O)C1CC1)C(=O)OC